C1(CC1)C=1C=C(OC2=CC=C(C=C2)C2(C(NC(NC2=O)=O)=O)N2CCC3(CN(C3)CCO)CC2)C=CC1 5-[4-(3-cyclopropylphenoxy)phenyl]-5-[2-(2-hydroxyethyl)-2,7-diazaspiro[3.5]nonan-7-yl]hexahydropyrimidine-2,4,6-trione